NC1=C(N=CC(=N1)N1CCN(CC1)C(=O)C1CC(CC1)=O)SC1=C(C(=CC=C1)Cl)Cl 3-(4-(6-amino-5-((2,3-dichlorophenyl)thio)pyrazin-2-yl)piperazine-1-carbonyl)cyclopentanone